[4-(1H-pyrazol-4-yl)phenyl]methanone N1N=CC(=C1)C1=CC=C(C=C1)C=O